COCC(C(C)C)N1N=CC(=C1)NC1=NC=CC(=N1)C1=CC=C(C=C1)N1C(NCC1)=O 1-(4-(2-((1-(1-methoxy-3-methylbutan-2-yl)-1H-pyrazol-4-yl)amino)pyrimidin-4-yl)phenyl)imidazolidin-2-one